Palladium(II) 1,4,8,11-tetraazacyclotetradecane dichloride [Cl-].[Cl-].N1CCNCCCNCCNCCC1.[Pd+2]